Copper (I) benzene triflate [O-]S(=O)(=O)C(F)(F)F.C1=CC=CC=C1.[Cu+]